C(C)OC(C(C(C)CCC)Br)=O bromo-3-propyl-butyric acid ethyl ester